(2,4,4-trimethylpentyl)alumoxane CC(C[Al]1OCCCC1)CC(C)(C)C